[2H]C1=CC(=CC(=N1)C(=O)N)NC(=O)[C@@H]1O[C@@]([C@@H]([C@@H]1C1=C(C(=C(C=C1)F)F)OC)C)(C(F)(F)F)C 6-Deuterio-4-[[(2R,3R,4R,5S)-3-(3,4-difluoro-2-methoxyphenyl)-4,5-dimethyl-5-(trifluoromethyl)tetrahydrofuran-2-carbonyl]amino]pyridin-2-carboxamid